ClC=1C=CC2=C(C(=C(O2)C(=O)O)NC(C2=CC=C(C=C2)OC(F)(F)F)=O)C1 5-chloro-3-(4-trifluoromethoxybenzoylamino)benzofuran-2-carboxylic acid